ClC1=C(C=CC=C1)C=1C=NC=2CCN(CC2C1)C=1C(=C(C=2N(N1)C(C=CN2)=O)C)C 7-(3-(2-chlorophenyl)-7,8-dihydro-1,6-naphthyridin-6(5H)-yl)-8,9-dimethyl-4H-pyrimido[1,2-b]pyridazin-4-one